N-[1-(3-chloro-2-fluoro-phenyl)propyl]-6-[(3S)-pyrrolidin-3-yl]oxy-pyrido[3,2-d]pyrimidin-4-amine ClC=1C(=C(C=CC1)C(CC)NC=1C2=C(N=CN1)C=CC(=N2)O[C@@H]2CNCC2)F